N-(3-(1H-pyrazol-4-yl)-1H-indol-7-yl)-3-amino-2-(3-methoxyphenyl)propanamide N1N=CC(=C1)C1=CNC2=C(C=CC=C12)NC(C(CN)C1=CC(=CC=C1)OC)=O